N1C=CC2=C(C=CC=C12)CN1C(C(=CC(=C1)C(=O)N[C@@H]1C[C@H](C1)O)C(=O)NC)=O 1-((1H-indol-4-yl)methyl)-N5-(trans-3-hydroxycyclobutyl)-N3-methyl-2-oxo-1,2-dihydropyridine-3,5-dicarboxamide